1-(4-fluorophenyl)-3-methyl-1H-benzo[g]indazol-5-ol FC1=CC=C(C=C1)N1N=C(C2=CC(=C3C(=C12)C=CC=C3)O)C